(2R)-2-(6-{5-Chloro-2-[(1,2-dimethyl-1H-imidazol-5-yl)amino]pyrimidin-4-yl}-1-oxo-2,3-dihydro-1H-isoindol-2-yl)-N-[(1S)-1-(3-fluoro-5-methoxyphenyl)-2-hydroxyethyl]propanamid ClC=1C(=NC(=NC1)NC1=CN=C(N1C)C)C1=CC=C2CN(C(C2=C1)=O)[C@@H](C(=O)N[C@H](CO)C1=CC(=CC(=C1)OC)F)C